C(C)(C)(C)OC(=O)N1N=C(C(=C1N(C(=O)OC(C)(C)C)C(=O)OC(C)(C)C)I)C1=C(C=CC=C1)OC 5-[bis(t-butoxycarbonyl)amino]-4-iodo-3-(2-methoxyphenyl)pyrazole-1-carboxylic acid tert-butyl ester